BrC1=CC(=C(N)C=C1)[N+](=O)[O-] 4-Bromo-2-nitro-aniline